NC1=NC=C(C=N1)C=1N=CN2C1N(C(C1=CC(=CC(=C21)[C@H](C)NC=2C(=NC(=CC2)Cl)C=2N=NN(N2)C([2H])([2H])[2H])C)=O)C([2H])([2H])[2H] (s)-3-(2-aminopyrimidin-5-yl)-9-(1-((6-chloro-2-(2-(methyl-d3)-2H-tetrazol-5-yl)pyridin-3-yl)amino)ethyl)-7-methyl-4-(methyl-d3)imidazo[1,5-a]quinazolin-5(4H)-one